(3-([BUTYL(ETHYL)AMINO]METHYL)-4-METHOXYPHENYL)BORANEDIOL C(CCC)N(CC)CC=1C=C(C=CC1OC)B(O)O